[N+](=O)([O-])C1=C(C=CC2=CC=CC=C12)NCCNC(OC(C)(C)C)=O tert-Butyl [2-[(1-nitro-2-naphthyl)amino]ethyl]carbamate